1,4,8,11-tetraazatetradecane NCCNCCCNCCNCCC